COC1=C(C=CC=C1OC)C1OC(=C(C1=O)OC(C)=O)N 2-(2,3-dimethoxyphenyl)-4-(acetoxy)-5-amino-3(2H)-furanone